C(=CC)C1=C(C(=C(C(=C1O)C=CC)C=CC)C=CC)C=CC pentapropenyl-phenol